(3R)-3-[2-methoxy-2-oxo-1-[[3-(prop-2-ynylamino)phenyl]methyl]ethyl]pyrrolidine-1-carboxylic acid tert-butyl ester C(C)(C)(C)OC(=O)N1C[C@H](CC1)C(C(=O)OC)CC1=CC(=CC=C1)NCC#C